C(C)(C)=C(O)C(O)CO ISO-PROPYLIDENEGLYCEROL